4-((Bis(ethoxy)phosphoryl)oxy)benzyl-6-(butynyl)-3-phenyl-1,2,4,5-tetrazine-1(4H)-carboxylate C(C)OP(=O)(OCC)OC1=CC=C(COC(=O)N2N=C(NN=C2C#CCC)C2=CC=CC=C2)C=C1